NCC1=NNC(C2=CC=C(C=C12)C1(CC1)C(=O)N(CC1=NC=C(C=C1)C(F)(F)F)C1CCCC=2C(=CC=NC12)C1CC1)=O 1-(4-(aminomethyl)-1-oxo-1,2-dihydro-phthalazin-6-yl)-N-(4-cyclopropyl-5,6,7,8-tetrahydroquinolin-8-yl)-N-((5-(trifluoromethyl)pyridin-2-yl)methyl)cyclopropane-1-carboxamide